(R)-1-(6-(4-chlorophenyl)-2-(pyridin-3-yl)pyrimidin-4-yl)pyrrolidin-3-ol ClC1=CC=C(C=C1)C1=CC(=NC(=N1)C=1C=NC=CC1)N1C[C@@H](CC1)O